dibenzyl-4-[(2R)-3-tert-butoxy-1-methoxy-1-oxopropan-2-yl]-1,4,7,10-tetraazacyclododecane C(C1=CC=CC=C1)N1CCN(CCN(CCNCC1)CC1=CC=CC=C1)[C@@H](C(=O)OC)COC(C)(C)C